ClC1=C(C=C(C=C1)C(=O)N1CCC(CC1)CCCNC)N1CNCC=C1 1-(2-Chloro-5-(4-(3-(methylamino)propyl)piperidine-1-carbonyl)phenyl)dihydropyrimidine